(S)-5-amino-2-(1-cyclopropylethyl)-7-(trifluoromethyl)isoindolin-1-one NC=1C=C2CN(C(C2=C(C1)C(F)(F)F)=O)[C@@H](C)C1CC1